C[C@H]1[C@@H]([C@H]([C@H]([C@@H](O1)O[C@@H]2[C@H]([C@@H]([C@H](O[C@H]2OC3=CC(=C(C(=C3)O)C(=O)/C=C/C4=CC=C(C=C4)O)O)CO)O)O)O)O)O The molecule is a disaccharide derivative that is trans-chalcone substituted by hydroxy groups at positions 4, 2' and 6' and a 2-O-(6-deoxy-alpha-L-mannopyranosyl)-beta-D-glucopyranosyloxy group at position 4' respectively. It is a member of chalcones, a member of resorcinols and a disaccharide derivative. It derives from a trans-chalcone.